FC(S(=O)(=O)OC1=CC2=C(C(=C(CCC2)C2=CC=CC=C2)C2=CC=C(C=C2)O[C@@H]2CN(CC2)CCCF)C=C1)(F)F (S)-9-(4-((1-(3-fluoropropyl)pyrrolidin-3-yl)oxy)phenyl)-8-phenyl-6,7-dihydro-5H-benzo[7]annulen-3-yl trifluoromethanesulfonate